CN1CCN(CC1)C(=O)OCC(=O)N1[C@@H](C[C@H](C1)F)C(N[C@@H](C1=CC=CC=C1)C1=CC(=C(C=C1)C1CC1)F)=O 2-[(2S,4R)-2-{[(S)-(4-cyclopropyl-3-fluorophenyl)(phenyl) methyl]carbamoyl}-4-fluoropyrrolidin-1-yl]-2-oxoethyl 4-methylpiperazine-1-carboxylate